CC1=CC=C(C=C1)N1N=NC(=C1)CN1C(O[C@]2(C1)C[C@H](CCC2)CN2C=NC1=C2C=C(C=C1)C#N)=O 1-[((5s,7s)-3-{[1-(4-methylphenyl)-1H-1,2,3-triazol-4-yl]methyl}-2-oxo-1-oxa-3-azaspiro[4.5]decan-7-yl)methyl]-1H-benzimidazole-6-carbonitrile